C(=O)(OC1CCCCC1)OOC(=O)OC1CCCCC1 dicyclohexyl peroxydicarbonate